C1(CC1)OC1=NC=NC(=C1C1=CN(C2=NC(=CC=C21)NC(=O)[C@H]2[C@@H](C2)C(=O)OC)COCC[Si](C)(C)C)OC Methyl (trans)-2-((3-(4-cyclopropoxy-6-methoxypyrimidin-5-yl)-1-((2-(trimethylsilyl)ethoxy)methyl)-1H-pyrrolo[2,3-b]pyridin-6-yl)carbamoyl)cyclopropane-1-carboxylate